C(C(=O)O)(=O)O.FC1=C(C=CC=C1F)C1(CNCC1)OC (+)-3-(2,3-difluorophenyl)-3-methoxypyrrolidine oxalate